FC(CCC(=O)[O-])(F)F 2-trifluoroethylacetate